OC(C)(C)C1CCC(CC1)NC(=O)C=1C2=C(N=C(N1)N1C=NC=C1)C=CS2 N-((1r,4r)-4-(2-hydroxypropan-2-yl)cyclohexyl)-2-(1H-imidazol-1-yl)thieno[3,2-d]pyrimidine-4-carboxamide